N-(4-phenoxy-6-phenyl-pyrimidin-2-yl)benzenesulfonamide O(C1=CC=CC=C1)C1=NC(=NC(=C1)C1=CC=CC=C1)NS(=O)(=O)C1=CC=CC=C1